C(C=C)(=O)N1[C@H](CN(C[C@H]1C)C1=NC(N2C3=C(C(=C(C=C13)C(F)(F)F)C1=C(C=C(C(=C1)Cl)F)F)SC[C@@H]2COC)=O)C (3S,10S)-7-((3S,5R)-4-acryloyl-3,5-dimethylpiperazin-1-yl)-10-(5-chloro-2,4-difluorophenyl)-3-(methoxymethyl)-9-(trifluoromethyl)-2,3-dihydro-5H-[1,4]thiazino[2,3,4-ij]quinazolin-5-one